rac-(1R,2S,4R,5S)-5-(((2-(trimethylsilyl)ethoxy)carbonyl)amino)-7-oxabicyclo[2.2.1]heptane-2-carboxylic acid C[Si](CCOC(=O)N[C@@H]1[C@H]2C[C@@H]([C@@H](C1)O2)C(=O)O)(C)C |r|